C(C)[C@@H](COC(C1=C(C=CC=C1)O)=O)CCCC |r| (RS)-2-Ethylhexyl-2-hydroxybenzoat